8-(4-((5-(4-hydroxypiperidin-1-yl)pyridin-2-yl)amino)-5-oxo-5,6-dihydro-1,6-naphthyridin-2-yl)-2,8-diazaspiro[4.5]decane-2-carboxylic acid tert-butyl ester C(C)(C)(C)OC(=O)N1CC2(CC1)CCN(CC2)C2=NC=1C=CNC(C1C(=C2)NC2=NC=C(C=C2)N2CCC(CC2)O)=O